tert-butyl-((4-(methoxycarbonyl)-2-(N,N-dimethylaminosulfonyl) phenoxy) methyl) piperidine-1-carboxylate N1(CCCCC1)C(=O)OC(OC1=C(C=C(C=C1)C(=O)OC)S(=O)(=O)N(C)C)C(C)(C)C